3-(3-(3-cyclopropyl-1,2,4-thiadiazol-5-yl)-7-(4-fluorobenzoyl)-5,6,7,8-tetrahydro-[1,2,4]triazolo[4,3-a]pyrazin-8-yl)propionitrile C1(CC1)C1=NSC(=N1)C1=NN=C2N1CCN(C2CCC#N)C(C2=CC=C(C=C2)F)=O